ClC1=C(CN2C[C@@H](CC2)N2C(NC3=C2C=C(C=C3)C(=O)OC)=O)C=CC(=C1)Cl Methyl (R)-3-(1-(2,4-dichlorobenzyl)pyrrolidin-3-yl)-2-oxo-2,3-dihydro-1H-benzo[d]imidazole-5-carboxylate